sodium 2-{[4-(3-methoxypropoxy)-3-methylpyridin-2-yl]methylsulfinyl}-1H-benzimidazole COCCCOC1=C(C(=NC=C1)CS(=O)C1=NC2=C(N1)C=CC=C2)C.[Na]